dodecyl-di-(aminoethyl)glycine C(CCCCCCCCCCC)C(N(CCN)CCN)C(=O)O